2',3-dichloro-5'-(fluoromethyl)-4-hydroxy-6-methyl-2H-[1,4'-bipyridin]-2-one ClC1=NC=C(C(=C1)N1C(C(=C(C=C1C)O)Cl)=O)CF